N-(9-Azabicyclo[3.3.1]non-3-yl)-6-(7-fluoro-2-methyl-2H-indazol-5-yl)-N-methyl[1,3]thiazolo[4,5-c]pyridin-2-amin-Hydrochlorid Cl.C12CC(CC(CCC1)N2)N(C=2SC1=C(C=NC(=C1)C1=CC3=CN(N=C3C(=C1)F)C)N2)C